2-((5-((R)-2-(4-chloro-2-fluorophenyl)-2-methylbenzo[d][1,3]dioxol-5-yl)pyrimidin-2-yl)methyl)-1-(((S)-oxetan-2-yl)methyl)-1H-benzo[d]imidazole-6-carboxylic acid ClC1=CC(=C(C=C1)[C@]1(OC2=C(O1)C=CC(=C2)C=2C=NC(=NC2)CC2=NC1=C(N2C[C@H]2OCC2)C=C(C=C1)C(=O)O)C)F